ClC1=CC=C(C=C)C(=C1)F 4-chloro-6-fluoro-styrene